2-(6-(((1R,2S,3S,5S)-2-fluoro-1,7,9-trimethyl-9-azabicyclo[3.3.1]nonan-3-yl)oxy)pyridazin-3-yl)-5-(1H-imidazol-1-yl)phenol F[C@H]1[C@]2(CC(C[C@@H](C[C@@H]1OC1=CC=C(N=N1)C1=C(C=C(C=C1)N1C=NC=C1)O)N2C)C)C